OC\C(=C/CC=1N(C2=CC=CC=C2C1C(=O)OC)C)\C1=CC=CC=C1 methyl (Z)-2-(4-hydroxy-3-phenyl-2-buten-1-yl)-N-methylindole-3-carboxylate